(1,3,5,7-Tetraoxo-6-(pyridin-2-yl)-3,5,6,7-tetrahydropyrrolo[3,4-f]isoindol-2(1H)-yl)methyl nitrate [N+](=O)(OCN1C(C2=CC=3C(N(C(C3C=C2C1=O)=O)C1=NC=CC=C1)=O)=O)[O-]